bromo-[2-(methylthio)phenyl]magnesium Br[Mg]C1=C(C=CC=C1)SC